C1(CC1)C=1N=NN(C1)[C@H](C(=O)N1[C@@H](C[C@H](C1)O)C(=O)NC1(CCC1)C1=NOC(=N1)C(F)F)C(C)(C)C (2S,4r)-1-[(2S)-2-(4-cyclopropyl-triazol-1-yl)-3,3-dimethyl-butyryl]-N-[1-[5-(difluoromethyl)-1,2,4-oxadiazol-3-yl]cyclobutyl]-4-hydroxy-pyrrolidine-2-carboxamide